C(C)OC=1[C@@H](N=C([C@H](N1)C(C)C)OCC)C[C@H]1CN(CCO1)C(=O)OCC1=CC=CC=C1 benzyl (S)-2-(((2S,5R)-3,6-diethoxy-5-isopropyl-2,5-dihydropyrazin-2-yl)methyl)morpholine-4-carboxylate